(S)- or (R)-2-Cyclopropyl-4-(2-cyclopropyl-benzyl)-6-(2'-methoxy-4'-methyl-3,4,5,6-tetrahydro-2H-[1,3']bipyridinyl-4-yl)-7-methyl-2,4,6,7-tetrahydro-pyrazolo[4,3-d]pyrimidin-5-one C1(CC1)N1N=C2C(N(C(N([C@H]2C)C2CCN(CC2)C=2C(=NC=CC2C)OC)=O)CC2=C(C=CC=C2)C2CC2)=C1 |o1:10|